N-(2-(1-methyl-1H-pyrazol-4-yl)benzyl)ethenesulfonamide CN1N=CC(=C1)C1=C(CNS(=O)(=O)C=C)C=CC=C1